1-fluoro-4-(3-(trifluoromethyl)but-3-en-1-yn-1-yl)benzene FC1=CC=C(C=C1)C#CC(=C)C(F)(F)F